(R)-1-(1-(5-(2-(1-Cyanocyclopropyl)-5-fluorophenyl)pyridin-2-yl)-2-hydroxyethyl)-3-(2-ethynylthiazol-4-yl)urea C(#N)C1(CC1)C1=C(C=C(C=C1)F)C=1C=CC(=NC1)[C@H](CO)NC(=O)NC=1N=C(SC1)C#C